(±)-ethyl 4-(5-ethoxy-2-(2-tosylhydrazono)cyclohexyl)benzoate C(C)OC1CCC(C(C1)C1=CC=C(C(=O)OCC)C=C1)=NNS(=O)(=O)C1=CC=C(C)C=C1